octadecyl-6-(3,5-di-tert-butylphenylamino)-1,3,5-triazine C(CCCCCCCCCCCCCCCCC)C1=NC(=NC=N1)NC1=CC(=CC(=C1)C(C)(C)C)C(C)(C)C